FC(COCC1=C(C=C(C=C1)C)N1C(SCC1=O)=N)(C)F 3-(2-((2,2-Difluoropropoxy)methyl)-5-methylphenyl)-2-iminothiazolidin-4-one